2,4-dimethyl-7-[(3R,4S)-3-methyl-4-[N-methyl-4-(trifluoromethoxy)anilino]-1-piperidyl]-5-oxo-thiazolo[5,4-b]pyridine-6-carbonitrile CC=1SC=2N(C(C(=C(C2N1)N1C[C@H]([C@H](CC1)N(C1=CC=C(C=C1)OC(F)(F)F)C)C)C#N)=O)C